3-(2-(3,4-Dimethoxyphenyl)-1,4-dimethyl-1H-benzo[d]imidazol-6-yl)-8-azabicyclo[3.2.1]oct-2-ene-8-carboxylic acid tert-butyl ester C(C)(C)(C)OC(=O)N1C2C=C(CC1CC2)C=2C=C(C1=C(N(C(=N1)C1=CC(=C(C=C1)OC)OC)C)C2)C